5-(8-(4-Chlorophenyl)-2-imino-3-methyl-2,3-dihydro-1H-imidazo[4,5-c]quinolin-1-yl)-4-methyl-2-(4-(methylsulfonyl)piperazin-1-yl)benzonitrile ClC1=CC=C(C=C1)C1=CC=2C3=C(C=NC2C=C1)N(C(N3C=3C(=CC(=C(C#N)C3)N3CCN(CC3)S(=O)(=O)C)C)=N)C